C[C@@H]1CC[C@H]2[C@@H](N1)C1=C(O2)C=C(C=C1)OC(F)(F)F cis-(2R,4aS,9bS)-2-methyl-7-(trifluoromethoxy)-1,2,3,4,4a,9b-hexahydrobenzofuro[3,2-b]pyridine